C(C1=CC=CC=C1)OC1=CC(=NC2=CC=NC(=C12)C1=CC(=NC=C1)OCC1=CC=CC=C1)C=1C(=NC=C(C1C)C(F)(F)F)OC1=C(C(=C(C=C1)F)F)C 4-benzyloxy-5-(2-benzyloxy-4-pyridinyl)-2-[2-(3,4-difluoro-2-methyl-phenoxy)-4-methyl-5-(trifluoromethyl)-3-pyridinyl]-1,6-naphthyridine